C(=C/C1=CC=CC=C1)/C1=C(C=CC2=CC=CC=C12)C=O (Z)-1-styryl-2-naphthaldehyde